N-[(2S)-2-[2-[2-[tert-butyl(dimethyl)silyl]oxyethyl]-4-(1-tetrahydropyran-2-yl-3-vinyl-indazol-5-yl)pyrazol-3-yl]oxypropyl]-2,2,2-trifluoro-N-methyl-acetamide [Si](C)(C)(C(C)(C)C)OCCN1N=CC(=C1O[C@H](CN(C(C(F)(F)F)=O)C)C)C=1C=C2C(=NN(C2=CC1)C1OCCCC1)C=C